C(C)C=1C=CC=C2NCCN(C12)S(=O)(=O)C1=C(C=CC(=C1)C=1C=NN(C1)C)CC 8-ethyl-1-[2-ethyl-5-(1-methyl-1H-pyrazol-4-yl)benzenesulfonyl]-1,2,3,4-tetrahydroquinoxaline